C(C)OC(=O)C=1N=C2N(N1)[C@@H](C[C@@H]2O)C(C)C cis-7-hydroxy-5-isopropyl-6,7-dihydro-5H-pyrrolo[1,2-b][1,2,4]triazole-2-carboxylic acid ethyl ester